pyrrolidin-3-yl methanesulfonate CS(=O)(=O)OC1CNCC1